C(CCC)C1(C(=O)O)CC=CC=C1.C(C)(C)C1=CC=CC=C1 iso-propylbenzene (1-butylbenzoate)